3-((4-fluoro-2-methylphenyl)amino)-N-(6-methoxy-2-methylpyridin-3-yl)-5-(trifluoromethyl)pyridine-2-carboxamide FC1=CC(=C(C=C1)NC=1C(=NC=C(C1)C(F)(F)F)C(=O)NC=1C(=NC(=CC1)OC)C)C